C(CCC)C1(CCC1)O 1-Butylcyclobutanol